FC1=C(N(C)C)C=CC(=C1F)B1OC(C(O1)(C)C)(C)C 2,3-difluoro-N,N-dimethyl-4-(4,4,5,5-tetramethyl-1,3,2-dioxaborolan-2-yl)aniline